C1(CCC(N1N1C(C=CC=C1)SSCCC(C(=O)[O-])S(=O)(=O)O)=O)=O N-succinimidyl-4-(2-pyridyldithio)2-sulfo-butanoate